CC=1CC2C(CC1)C(=O)OC2=O 4-methyl-cyclohex-4-ene-1,2-dicarboxylic anhydride